NCCO L-2-aminoethanol